FC1=C(CNC2=NC(=C3NC=NC3=N2)N)C=CC=C1 2-(2-fluorobenzylamino)-6-aminopurine